6-(3-(5-chloropyridin-3-yl)-1,2,4-thiadiazol-5-yl)-2-((5-fluoropyridin-3-yl)methyl)pyridazin-3(2H)-one ClC=1C=C(C=NC1)C1=NSC(=N1)C=1C=CC(N(N1)CC=1C=NC=C(C1)F)=O